N-(2-aminoethyl)-4-propylbenzene-1-sulfonamide NCCNS(=O)(=O)C1=CC=C(C=C1)CCC